ClC1=C(C=C(C=C1)C1=C(C=CC=C1)NC(=O)C1=C(N=C(S1)C)C(F)F)F N-(4'-chloro-3'-fluorobiphenyl-2-yl)-4-Difluoromethyl-2-methyl-thiazole-5-carboxamide